3-(6,6-Dimethyl-6,7-dihydro-4H-pyrazolo[5,1-c][1,4]oxazin-2-ylamino)-1-methyl-5-(4,4,5,5-tetramethyl-1,3,2-dioxaborolan-2-yl)pyridin-2(1H)-one CC1(CN2C(CO1)=CC(=N2)NC=2C(N(C=C(C2)B2OC(C(O2)(C)C)(C)C)C)=O)C